C(C)(C)(C)C1=CC=C(CN2N=C(N(C2=O)CC)CCCC=2C=C(C=CC2)C2=CC=CC=N2)C=C1 6-(3-(3-(1-(4-(tert-Butyl)benzyl)-4-ethyl-5-oxo-4,5-dihydro-1H-1,2,4-triazol-3-yl)propyl)phenyl)pyridin